1-(4-bromo-3-thienyl)-2-diazo-ethanone BrC=1C(=CSC1)C(C=[N+]=[N-])=O